CS(=O)O.C1(=C(C=CC=C1)N)N phenylenediamine methanesulfinate salt